(4-bromo-2,6-difluorophenyl)methane-d2-ol BrC1=CC(=C(C(=C1)F)C(O)([2H])[2H])F